C(#N)C=1C=CC(=C2C=CC=NC12)OC1C(C(C1(C)C)NC(=O)C=1N=NC(=CC1)N1CCC(CC1)C=O)(C)C N-((1r,3r)-3-((8-cyanoquinolin-5-yl)oxy)-2,2,4,4-tetramethylcyclobutyl)-6-(4-formylpiperidin-1-yl)pyridazine-3-carboxamide